CC=1NC=C(N1)C1=C(N=C2N1C=CC=N2)C2=NC(=NN2)C(F)(F)F 5-[3-(2-methyl-1H-imidazol-4-yl)imidazo[1,2-a]pyrimidin-2-yl]-3-(trifluoromethyl)-1H-1,2,4-triazole